Cl.CNCCOCC=1N=NN(N1)C N-methyl-2-((2-methyl-2H-tetrazol-5-yl)methoxy)ethan-1-amine hydrochloride